5-{6-[2-(3-Chloro-naphthalen-2-yl)-ethylamino]-pyrimidin-4-yl}-3-ethoxy-thiophene ClC=1C(=CC2=CC=CC=C2C1)CCNC1=CC(=NC=N1)C1=CC(=CS1)OCC